CS(=O)(=O)C1=CC=C(OCC2CC(N(C2)CCC2=C(C#N)C=CC=C2)C)C=C1 2-[4-[(4-methanesulfonylphenoxy)methyl]-2-methylpyrrolidin-1-ylethyl]benzonitrile